(R)-2-methoxybutane-1,4-diol CO[C@@H](CO)CCO